[1-(2,6-dimethoxypyrimidin-4-yl)-2,2,2-trifluoroethoxy](phenoxy)methanethione COC1=NC(=CC(=N1)C(C(F)(F)F)OC(=S)OC1=CC=CC=C1)OC